CC1=C(CNC(=O)C(=O)NCC2=C(C=C(C=C2)C)C)C=CC(=C1)C N,N'-bis(2,4-dimethylbenzyl)oxamide